Methyl 4-(4-((4-(3-((2-((1S)-1-((tetrahydro-2H-pyran-2-yl)oxy)ethyl)-1H-imidazol-1-yl)methyl)isoxazol-5-yl)phenyl)ethynyl)benzyl)morpholin-2-carboxylate O1C(CCCC1)O[C@@H](C)C=1N(C=CN1)CC1=NOC(=C1)C1=CC=C(C=C1)C#CC1=CC=C(CN2CC(OCC2)C(=O)OC)C=C1